CC1=CC=C(C=N1)CN1N=C2C3=C(CCC2=C1)OC(=C3C(F)(F)F)C(=O)OCC Ethyl 2-[(6-methylpyridin-3-yl) methyl]-8-(trifluoromethyl)-4,5-dihydro-2H-furo[2,3-g]indazole-7-carboxylate